sodium 2-amino-5-chloropyridine NC1=NC=C(C=C1)Cl.[Na]